C(C)(C)(C)OC(=O)N1CCC2(CC1)/C(/C=1C(=NC=CC1)C2)=N/S(=O)C(C)(C)C (5Z)-5-[(2-methylpropan-2-sulfinyl)imino]-7H-spiro[cyclopenta[b]pyridine-6,4'-piperidine]-1'-carboxylic acid tert-butyl ester